BrC=1C=C(C=CC1)C(C(=O)O)=O 3-Bromo-α-oxobenzeneacetic acid